ethyl N-(4-chlorobenzoyl)-2-aminoacrylate ClC1=CC=C(C(=O)NC(C(=O)OCC)=C)C=C1